FC=1C=CC2=C(CCCNC2)C1 7-fluoro-2,3,4,5-tetrahydro-1H-2-benzoazepine